4-((dimethylamino)methyl)-7-hydroxy-6-methoxy-3-methyl-2-oxo-2H-chromene-8-carboxaldehyde hydrochloride Cl.CN(C)CC1=C(C(OC2=C(C(=C(C=C12)OC)O)C=O)=O)C